FC1=C(C=C(C)C=C1)Br 4-fluoro-3-bromotoluene